C(C)(C)(C)OC(=O)N[C@H](C(=O)NCCCCC(=O)OCN1C=CC=2N(C(NC(C21)=O)=S)CCOC(C)C)C(C)C {4-oxo-1-[2-(propan-2-yloxy)ethyl]-2-sulfanylidene-1H,2H,3H,4H,5H-pyrrolo[3,2-d]pyrimidin-5-yl}methyl 5-[(2S)-2-{[(tert-butoxy)carbonyl]amino}-3-methylbutanamido]pentanoate